C(C)(C)(C)OC(=O)N1CC2=CC=C(C=C2C1)CN1N=C(C(=C1)C(=O)O)COC 1-((2-(tert-butoxycarbonyl)isoindolin-5-yl)methyl)-3-(methoxymethyl)-1H-pyrazole-4-carboxylic acid